4-(1H-pyrazol-4-yl)-1H-pyrrolo[2,3-c]pyridine formate C(=O)O.N1N=CC(=C1)C1=C2C(=CN=C1)NC=C2